(2R)-2-amino-5,5-dimethyl-hexan-1-ol N[C@@H](CO)CCC(C)(C)C